7-(2,8-dimethylimidazo[1,2-b]pyridazin-6-yl)-2-[rac-(1S,5R)-3-azabicyclo[3.1.0]hexane-6-yl]thiazolo[3,2-a]pyrimidin-5-one CC=1N=C2N(N=C(C=C2C)C=2N=C3N(C(C2)=O)C=C(S3)C3[C@@H]2CNC[C@H]32)C1 |r|